(cyclopropylsulfonyl)-1H-pyrazol-4-amine C1(CC1)S(=O)(=O)N1N=CC(=C1)N